ClC1=NC=C(C(=N1)Cl)OC 2,4-Dichloro-5-methoxy-pyrimidine